cis-5-(2-(3,4-difluoro-5-((R)-3-methoxypyrrolidin-1-yl)phenyl)cyclopropyl)-2,2'-bipyrimidine FC=1C=C(C=C(C1F)N1C[C@@H](CC1)OC)[C@@H]1[C@@H](C1)C=1C=NC(=NC1)C1=NC=CC=N1